FC1=CC=C(C=C1)C=1SC(=CC1)CC1=C(C=CC(=C1)C1=C(C=C(C=C1)C)CC=1SC(=CC1)C1=CC=C(C=C1)F)C 2-(4-fluorophenyl)-5-[[5-[2-[[5-(4-fluorophenyl)thiophen-2-yl]methyl]-4-methylphenyl]-2-methylphenyl]methyl]thiophene